(3S)-3-((5-(N-(1-phenylethyl)-sulfamoyl)pyridin-2-yl)carbamoyl)pyrrolidine-1-carboxylic acid tert-butyl ester C(C)(C)(C)OC(=O)N1C[C@H](CC1)C(NC1=NC=C(C=C1)S(NC(C)C1=CC=CC=C1)(=O)=O)=O